CNC(C1=C(C=CC=C1)NC(C)C1=CC(=CN2C1=NC(=CC2=O)N2CCCCC2)C)=O N-methyl-2-((1-(7-methyl-4-oxo-2-(piperidin-1-yl)-4H-pyrido[1,2-a]pyrimidin-9-yl)ethyl)amino)benzamide